triglycerol (Ethylhexanoate) C(C)C(C(=O)O)CCCC.OCC(O)CO.OCC(O)CO.OCC(O)CO